ClC=1C=C2C=NC(=NC2=CC1C1CCN(CC1)[C@@]1([C@@H](COC1)O)C)NC=1C=NN(C1Cl)C |o1:17,18| (3S,4S) or (3R,4R)-4-(4-(6-chloro-2-((5-chloro-1-methyl-1H-pyrazol-4-yl)amino)quinazolin-7-yl)piperidin-1-yl)-4-methyltetrahydrofuran-3-ol